C(CCC)N1C(CC(C1)(C)F)C(NC1=NC(=CN=C1)Br)=O butyl-2-((6-bromopyrazin-2-yl)carbamoyl)-4-fluoro-4-methylpyrrolidine